3-(4-(8-Bromoquinoxalin-2-yl)-1H-pyrazol-1-yl)azetidine-1-carboxylic acid tert-butyl ester C(C)(C)(C)OC(=O)N1CC(C1)N1N=CC(=C1)C1=NC2=C(C=CC=C2N=C1)Br